tert-butyl((3-(methoxymethoxy)naphthalen-1-yl)oxy)dimethylsilane C(C)(C)(C)[Si](C)(C)OC1=CC(=CC2=CC=CC=C12)OCOC